ClC1=CC=C(C=N1)CN1C(C=CC=C1)=NC(C(F)(F)F)=O N-[1-[(6-chloro-3-pyridinyl)methyl]-2(1H)-pyridinylidene]-2,2,2-trifluoro-acetamide